ClC=1C=C(C(=C(C(=O)NC=2SC3=C(N2)C(=CC(=C3)C(F)(F)F)COCCOC)C1)O)CN1CCCCC1 5-chloro-2-hydroxy-N-(4-((2-methoxyethoxy)methyl)-6-(trifluoromethyl)benzo[d]thiazol-2-yl)-3-(piperidin-1-ylmethyl)benzamide